NC=1C(C(C1N1C(C(NC2=C(C1)C=CN=C2)=O)C(C)CC)=O)=O 3-amino-4-(3-(sec-butyl)-2-oxo-1,2,3,5-tetrahydro-4H-pyrido[3,4-e][1,4]diazepin-4-yl)cyclobut-3-ene-1,2-dione